2,2,2-trifluoro-N-(3-((1-methyl-1H-pyrazol-3-yl)ethynyl)-5-nitropyridin-2-yl)-acetamide FC(C(=O)NC1=NC=C(C=C1C#CC1=NN(C=C1)C)[N+](=O)[O-])(F)F